[O-]S(=O)(=O)C(F)(F)F.C(CCC)[N+]1=CC=C(C=C1)C 1-Butyl-4-Methylpyridinium triflat